C1(=CC=CC=C1)C=1OCCN1 Phenyl-(2-oxazoline)